3-[6-(azetidin-3-yl-amino)-pyridazin-3-yl]-naphthalen-2-ol N1CC(C1)NC1=CC=C(N=N1)C=1C(=CC2=CC=CC=C2C1)O